NC1=CC=C(C=N1)/C=C/C(=O)NCC=1OC2=C(C1)C=C(C=C2C(F)(F)F)C2=CC(=C(C=C2)F)C(=O)N2CCOCC2 (E)-3-(6-amino-pyridin-3-yl)-N-((5-(4-fluoro-3-(morpholine-4-carbonyl)phenyl)-7-(trifluoro-methyl)benzofuran-2-yl)methyl)acrylamide